Cl.N[C@H]1C[C@H](CCC1)C(=O)NC (1S,3R)-3-amino-N-methyl-cyclohexanecarboxamide hydrochloride